(4-(2,6-bis(benzyloxy)pyridin-3-yl)-2,5-difluorophenyl)-5,6-dihydropyridine-1(2H)-carboxylic acid tert-butyl ester C(C)(C)(C)OC(=O)N1C(C=CCC1)C1=C(C=C(C(=C1)F)C=1C(=NC(=CC1)OCC1=CC=CC=C1)OCC1=CC=CC=C1)F